ethyl (S)-4-((2-(4-(benzofuran-2-yl)phenyl)-1-(5-(3-methylbenzofuran-2-yl)-1,3,4-oxadiazol-2-yl)ethyl)amino)benzoate O1C(=CC2=C1C=CC=C2)C2=CC=C(C=C2)C[C@@H](C=2OC(=NN2)C=2OC1=C(C2C)C=CC=C1)NC1=CC=C(C(=O)OCC)C=C1